C1(CC1)C1=C(C(=NO1)C1=C(C=CC=C1Cl)Cl)CO[C@H]1[C@@H]2CN([C@H](C1)C2)C2=CC=C(C=C2)C(=O)NCCS(=O)(=O)O 2-({4-[(1S,4S,5R)-5-{[5-cyclopropyl-3-(2,6-dichlorophenyl)-1,2-oxazol-4-yl]methoxy}-2-azabicyclo[2.2.1]heptan-2-yl]phenyl}formamido)ethane-1-sulfonic acid